O=C1NC(CCC1N1CC2=C(C=C(C=C2C1=O)OC(N(C1=CC(=CC(=C1)OC(F)(F)F)F)C)=O)F)=O (2-(2,6-dioxopiperidin-3-yl)-7-fluoro-3-oxoisoindolin-5-yl)methyl(3-fluoro-5-(trifluoro methoxy)phenyl)carbamate